N1=CC=C2OCC=CN21 5H-pyrazolo[5,1-b][1,3]oxazine